C1(=CC=CC=C1)[C@@H](C)N1[C@@H]2C=C[C@H]([C@H]1C(=O)OCC)C2 ethyl (1S-3S,4R)-2-[(1R)-1-phenylethyl]-2-azabicyclo[2.2.1]hept-5-ene-3-carboxylate